OCC12C[C@H](N(C2C1)C(=O)OC(C)(C)C)C(=O)OCC 2-(tert-butyl) 3-ethyl (3S)-5-(hydroxymethyl)-2-azabicyclo[3.1.0]hexane-2,3-dicarboxylate